dichloro[1,1'-bis(diphenylphosphino)ferrocene] Palladium [Pd].ClC1=C([C-](C=C1)P(C1=CC=CC=C1)C1=CC=CC=C1)Cl.[C-]1(C=CC=C1)P(C1=CC=CC=C1)C1=CC=CC=C1.[Fe+2]